C1(C=CC=C2C3=CC=CC=C3C=C12)=C Fluorenyliden-methan